4-(1H-imidazol-2-yl)piperidin-4-ol hydrochloride salt Cl.N1C(=NC=C1)C1(CCNCC1)O